((R)-1-(2-(trifluoromethyl)phenyl)ethyl)piperidine-4-carboxylic acid FC(C1=C(C=CC=C1)[C@@H](C)N1CCC(CC1)C(=O)O)(F)F